C(C)OC([C@H](C[C@@H](CC1=CC=C(C=C1)C1=CC=CC=C1)NC(=O)OC(C)(C)C)CO)=O (2R,4S)-5-biphenyl-4-yl-4-t-butoxycarbonylamino-2-hydroxymethylpentanoic Acid Ethyl Ester